2-[3,5-dichloro-2-(hydroxymethyl)-4-pyridinyl]Ethanone ClC=1C(=NC=C(C1CC=O)Cl)CO